CN1C(C2=CC(=C(C=C2CC1)NC(=O)C=1C=NN2C1N=CC=C2)N2CCOCC2)=O N-(2-methyl-7-morpholino-1-oxo-1,2,3,4-tetrahydroisoquinolin-6-yl)pyrazolo[1,5-a]pyrimidine-3-carboxamide